CN1C(=CC=C1)C1=CC=C(S1)C=C(C#N)C#N 2-[5-(1-methyl-1H-pyrrol-2-yl)-thiophen-2-ylmethylene]-malononitrile